C(CCCCCCCCCCCCC)(=O)[O-] Tetradecanoat